ethyl 1,1,2,2,3,3,4,4,4-nonafluorobutyl ether FC(C(C(C(F)(F)F)(F)F)(F)F)(F)OCC